CC1=C(C=CC=C1)C(C(=O)O)=O.C1(=CC=CC=C1)C(C(=O)OC)=O methyl phenylglyoxylate (methyl phenyl glyoxylate)